C(#N)C=1C(=C(C=CC1)[C@@H](C)NC1=C(C(=NC(=N1)C)CC(=O)OC)C1OCCO1)C Methyl (R)-2-(6-((1-(3-cyano-2-methylphenyl)ethyl)amino)-5-(1,3-dioxolan-2-yl)-2-methylpyrimidin-4-yl)acetate